ClC1=CC=C(C=C1)C=1C=C(C(N(N1)C1=CC(=CC=C1)F)=O)C(=O)NCC(CO)C (+)-6-(4-chlorophenyl)-2-(3-fluorophenyl)-N-(3-hydroxy-2-methylpropyl)-3-oxo-2,3-dihydropyridazine-4-carboxamide